gold-nickel diselenide [Ni](=[Se])=[Se].[Au]